1-(6-bromopyridin-3-yl)ethanone tert-Butyl-benzyl(hexahydro-1H-cyclopenta[c]furan-5-yl)carbamate C(C)(C)(C)OC(N(C1CC2C(COC2)C1)CC1=CC=CC=C1)=O.BrC1=CC=C(C=N1)C(C)=O